2-(1-(2-chloro-7-(naphthalen-1-yl)-5,6,7,8-tetrahydropyrido[3,4-d]pyrimidin-4-yl)-5-(cyanomethyl)-4-(4-methoxybenzyl)piperazin-2-yl)acetic acid ClC=1N=C(C2=C(N1)CN(CC2)C2=CC=CC1=CC=CC=C21)N2C(CN(C(C2)CC#N)CC2=CC=C(C=C2)OC)CC(=O)O